(R)-4-(3-(3-Aminopiperidin-1-carbonyl)-1-(4-bromophenyl)-1H-pyrazol-5-yl)benzonitril N[C@H]1CN(CCC1)C(=O)C1=NN(C(=C1)C1=CC=C(C#N)C=C1)C1=CC=C(C=C1)Br